(1S,2S)-2-(cyanoamino)-N-(5-cyclohexyl-1,3-thiazol-2-yl)cyclopentane-1-carboxamide C(#N)N[C@@H]1[C@H](CCC1)C(=O)NC=1SC(=CN1)C1CCCCC1